CN1C=2C(NC(=NC2NCC1)N)=O 5-Methyltetrahydropterin